C(C1=CC=CC=C1)SC=1N(C=C(N1)C1=CC=C(C=C1)C(F)(F)F)C1=CC=CC=C1 2-(benzylthio)-1-phenyl-4-(4-(trifluoromethyl)phenyl)-1H-imidazole